C(C)(C)(C)OC(=O)N1CCC(CC1)OCCNS(=O)(=O)C1=CC=C(C=C1)[N+](=O)[O-].ClC1=CC=C(C=C1)[C@@H]1CNCC1 (R)-3-(4-chlorophenyl)pyrrolidine tert-butyl-4-[2-[(4-nitrophenyl)sulfonylamino]ethoxy]piperidine-1-carboxylate